N-(2-{9-amino-1,4-dioxa-7-azaspiro[4.4]nonan-7-yl}-3-fluoro-5,6,7,8-tetrahydroquinolin-6-yl)-5-chloro-7-ethyl-7H-pyrrolo[2,3-c]pyridazine-3-carboxamide NC1CN(CC12OCCO2)C2=NC=1CCC(CC1C=C2F)NC(=O)C2=CC1=C(N=N2)N(C=C1Cl)CC